C(C)N1N(C2=CC(=CC=C2C1=O)NC1=NC=C(C(=N1)N[C@H](CO)C1=CC=CC=C1)C1=NC(=NO1)C=1C=NC=CC1)C(C)C (S)-2-ethyl-6-((4-((2-hydroxy-1-phenylethyl)amino)-5-(3-(pyridin-3-yl)-1,2,4-oxadiazol-5-yl)pyrimidin-2-yl)amino)-1-isopropyl-1,2-dihydro-3H-indazol-3-one